(d)-2-(2,6-dichloro-3,5-dimethoxyphenyl)acetonitrile ClC1=C(C(=C(C=C1OC)OC)Cl)CC#N